C(C1=CC=CC=C1)(C1=CC=CC=C1)N1CCNCC1 1-(benzhydryl)piperazine